1-(3-hydroxycyclobutyl)-7-[4-(4-methylpiperazin-1-yl)anilino]-3-[(4S)-8-methyl-1-(2,2,2-trifluoroacetyl)-3,4-dihydro-2H-quinolin-4-yl]-4H-pyrimido[4,5-d]pyrimidin-2-one OC1CC(C1)N1C(N(CC=2C1=NC(=NC2)NC2=CC=C(C=C2)N2CCN(CC2)C)[C@H]2CCN(C1=C(C=CC=C21)C)C(C(F)(F)F)=O)=O